3-((6-fluoropyridin-3-yl)methyl)-1-(3-(5-methylpyridazin-4-yl)-1-((2-(trimethylsilyl)ethoxy)methyl)-1H-1,2,4-triazol-5-yl)piperidin-2-one FC1=CC=C(C=N1)CC1C(N(CCC1)C1=NC(=NN1COCC[Si](C)(C)C)C1=CN=NC=C1C)=O